N1CC(CC1)N Pyrrolidin-3-amine